BrC1=C(C(=NC(=C1)C)[N+](=O)[O-])OC 4-bromo-3-methoxy-6-methyl-2-nitropyridine